C[C@H](COC1=CC=C(C=C1)C1=CC=C(C=C1)O)CC (S)-4'-(2-methylbutoxy)-[1,1'-biphenyl]-4-ol